7-oxo-1,6-diazabicyclo[3.2.1]oct-6-yl hydrogensulfate S(=O)(=O)(O)ON1C2CCCN(C1=O)C2